ditolylmethylammonium sulfate S(=O)(=O)([O-])[O-].C1(=C(C=CC=C1)C(C1=C(C=CC=C1)C)[NH3+])C.C1(=C(C=CC=C1)C(C1=C(C=CC=C1)C)[NH3+])C